CC1=NC=NC(=C1C=1C=C(N)C=CC1OCCN1CCCC1)C 3-(4,6-dimethylpyrimidin-5-yl)-4-(2-(pyrrolidin-1-yl)ethoxy)aniline